FC(CN1C(CCCC1)CO)(F)F [1-(2,2,2-trifluoroethyl)-2-piperidyl]methanol